2'-Deoxy-5-Fluorocytidine-5'-Triphosphate P(O)(=O)(OP(=O)(O)OP(=O)(O)O)OC[C@@H]1[C@H](C[C@@H](O1)N1C(=O)N=C(N)C(=C1)F)O